C(CCCCCCC)(=O)N[C@@H](CCC(N)=O)C(=O)O N-octanoyl-Glutamine